FC=1C=CC2=C(NSS2)C1F difluorobenzodithiazole